C(OCC)(OC)=O ethyl (methyl) carbonate